COC1CN(CC1)S(=O)(=O)Cl 3-methoxypyrrolidine-1-sulfonyl chloride